6-(Cyclopropanecarboxamido)-N-ethoxy-4-((4-methoxy-1-methyl-5-(2,2,2-trifluoro-1-methoxyethyl)-1H-indazol-3-yl)amino)nicotinamide C1(CC1)C(=O)NC1=NC=C(C(=O)NOCC)C(=C1)NC1=NN(C2=CC=C(C(=C12)OC)C(C(F)(F)F)OC)C